[Cl-].[Cl-].CC1=C(O[Ti+2]OC2=C(C(=C(C(=C2C)C)C)C)C)C(=CC=C1)C 2,6-dimethylphenoxy(pentamethylphenoxy)titanium dichloride